(2R,3R,4S,5R)-2-(4-Amino-7H-pyrrolo[2,3-d]pyrimidin-7-yl)-5-(2-(2-aminochinolin-7-yl)ethyl)tetrahydrothiophen-3,4-diol NC=1C2=C(N=CN1)N(C=C2)[C@@H]2S[C@@H]([C@H]([C@H]2O)O)CCC2=CC=C1C=CC(=NC1=C2)N